NC1=C2N=C(N(C2=NC=N1)CCC(=O)NC1CC1)SC=1C=C2C(CCC2=CC1I)=O 3-[6-Amino-8-(6-iodo-3-oxo-indan-5-ylsulfanyl)-purin-9-yl]-N-cyclopropyl-propionamide